4-Hydroxy-5-methoxycarbonylthiophene OC=1C=CSC1C(=O)OC